3-((2S)-3-(8-(2-bromophenylsulphonyl)-1-oxa-8-azaspiro[4.5]dec-3-ylamino)-2-hydroxypropoxy)-N-methylbenzenesulphonamide BrC1=C(C=CC=C1)S(=O)(=O)N1CCC2(CC(CO2)NC[C@@H](COC=2C=C(C=CC2)S(=O)(=O)NC)O)CC1